N1N=C(C2=CC=CC=C12)CN1CC2(CC(N3N=C(C=C32)C=3C=NC2=CC=CC=C2C3)C)C1 1-[(1H-indazol-3-yl)methyl]-6'-methyl-2'-(quinolin-3-yl)-5',6'-dihydrospiro[azetidine-3,4'-pyrrolo[1,2-b]pyrazole]